N(=C=O)CC(CC)(CN=C=O)CN=C=O 1-isocyanato-2,2-bis(isocyanatomethyl)butane